ClC1=CC(=NC=N1)C[C@H](C)O (S)-1-(6-Chloropyrimidin-4-yl)-2-propanol